[Si](C1=CC=CC=C1)(C1=CC=CC=C1)(C(C)(C)C)OC[C@H](CC(=O)OC)O Methyl (S)-4-((tert-butyldiphenylsilyl) oxy)-3-hydroxybutanoate